3-(2,4-dichlorophenyl)-5-methoxy-3,4-dihydroacridine-1,9(2H,10H)-dione ClC1=C(C=CC(=C1)Cl)C1CC(C=2C(C3=CC=CC(=C3NC2C1)OC)=O)=O